3-tert-butyl-4-hydroxy-benzonitrile C(C)(C)(C)C=1C=C(C#N)C=CC1O